trans-N-tert-butoxycarbonyl-N-[3-[[3-[[2,2-dichloro-3-(3-chloro-4-fluorophenyl)cyclopropanecarbonyl]amino]-2,6-difluorobenzoyl]amino]-2,6-difluorophenyl]carbamic acid tert-butyl ester C(C)(C)(C)OC(N(C1=C(C(=CC=C1F)NC(C1=C(C(=CC=C1F)NC(=O)[C@@H]1C([C@H]1C1=CC(=C(C=C1)F)Cl)(Cl)Cl)F)=O)F)C(=O)OC(C)(C)C)=O